CC12C(CC(CC1)C2(C)C)[N+]#[C-] 1,7,7-TRIMETHYLBICYCLO[2.2.1]HEPT-2-YL ISOCYANIDE